5-cyano-3-(3-methylimidazol-4-yl)isoquinoline-1-carboxylic acid C(#N)C1=C2C=C(N=C(C2=CC=C1)C(=O)O)C=1N(C=NC1)C